(S)-(3-(difluoromethyl)-1-methyl-1H-pyrazol-5-yl)(4-(4-methoxypyrazolo[1,5-a]pyridin-2-yl)-6,7-dihydro-1H-imidazo[4,5-c]pyridin-5(4H)-yl)methanone FC(C1=NN(C(=C1)C(=O)N1[C@@H](C2=C(CC1)NC=N2)C2=NN1C(C(=CC=C1)OC)=C2)C)F